C1(CCC1)NC(=O)C=1N=NC(=CC1)N1[C@@H](C2=C(CC1)NC=N2)C2=NN1C(C(=CC=C1)F)=C2 (S)-N-cyclobutyl-6-(4-(4-fluoropyrazolo[1,5-a]pyridin-2-yl)-1,4,6,7-tetrahydro-5H-imidazo[4,5-c]pyridin-5-yl)pyridazine-3-carboxamide